(2S)-N-(2,5-dimethoxyphenyl)-4-(3-fluoro-4-methylphenyl)-2-methyl-4-(thiazol-2-yl)pyrrolidine-1-carboxamide COC1=C(C=C(C=C1)OC)NC(=O)N1[C@H](CC(C1)(C=1SC=CN1)C1=CC(=C(C=C1)C)F)C